6-cyclopropyl-4-(difluoromethoxy)benzofuran-2-carboxylic acid C1(CC1)C1=CC2=C(C=C(O2)C(=O)O)C(=C1)OC(F)F